Cl.Cl.NCCCN(C(CCC(=O)OC1CCC2C3CCC4CCCC4C3CC=C2C1)=O)CCCN 2,3,4,7,8,9,10,11,12,13,14,15,16,17-tetradecahydro-1H-cyclopenta[a]phenanthren-3-yl 4-(bis(3-aminopropyl)amino)-4-oxobutanoate dihydrochloride